FC=1C=C2C=C(NC2=C(C1)F)C1=CC=C(C=C1)C 5,7-difluoro-2-(p-tolyl)-1H-indole